2-(3-fluoroazetidin-1-yl)-2-oxo-ethane FC1CN(C1)C(C)=O